FC(C(=O)NCC(=O)O)(F)F 2-(2,2,2-trifluoroacetamido)acetic acid